2-[4-(3-amino-6-bromo-pyrazin-2-yl)oxypyrazol-1-yl]-6-azaspiro[3.3]heptane-6-carboxylic acid tert-butyl ester C(C)(C)(C)OC(=O)N1CC2(CC(C2)N2N=CC(=C2)OC2=NC(=CN=C2N)Br)C1